dibenzyl-beta-alanyl-L-glutamate C(C1=CC=CC=C1)N(CCC(=O)N[C@@H](CCC(=O)[O-])C(=O)[O-])CC1=CC=CC=C1